N-(4-(4-chlorophenyl)-1-fluoro-4-hydroxybut-2-yl)-2-fluoro-6-methylbenzamide ClC1=CC=C(C=C1)C(CC(CF)NC(C1=C(C=CC=C1C)F)=O)O